(S)-4-(3-(4-chloro-2-fluorophenyl)-2,3-dihydrobenzo[b][1,4]dioxin-5-yl)piperidine-1-carboxylate ClC1=CC(=C(C=C1)[C@@H]1OC2=C(OC1)C=CC=C2C2CCN(CC2)C(=O)[O-])F